NC(C(=O)[O-])CC1=CC=CC=C1 2-amino-3-phenylpropanoate